2-hydroxy-methyl-ethyl-1-propyl-2-mercaptoethylamine OC(C(CCC)N(CC)C)S